4-(4-fluorophenyl)-3-isopropyl-7-methoxy-1-oxo-quinolin-1-ium FC1=CC=C(C=C1)C1=C(C[N+](C2=CC(=CC=C12)OC)=O)C(C)C